FC=1C(=NC(=NC1)N[C@H]1[C@@H](COCC1)O)C=1C=C(C=2N(C1)C(=C(N2)C(C)O)C2=COC=C2)F (3S,4R)-4-((5-fluoro-4-(8-fluoro-3-(furan-3-yl)-2-(1-hydroxyethyl)imidazo[1,2-a]pyridin-6-yl)pyrimidin-2-yl)amino)tetrahydro-2H-pyran-3-ol